4-(1-(2-Chloro-4-((methylamino)methyl)phenyl)-1H-pyrazol-4-yl)-2-((1-(methylsulfonyl)piperidin-4-yl)amino)pyrimidine-5-carbonitrile ClC1=C(C=CC(=C1)CNC)N1N=CC(=C1)C1=NC(=NC=C1C#N)NC1CCN(CC1)S(=O)(=O)C